tert-butyl (5-(2-amino-7-(2-methoxypyridin-3-yl)-1H-benzo[d]imidazol-1-yl)hexyl)carbamate NC1=NC2=C(N1C(CCCCNC(OC(C)(C)C)=O)C)C(=CC=C2)C=2C(=NC=CC2)OC